3,3-dimethyl-1-((4-(trifluoromethyl)phenyl)amino)-2,3-dihydro-1H-indene CC1(CC(C2=CC=CC=C12)NC1=CC=C(C=C1)C(F)(F)F)C